FC=1C=C(C#N)C=C(C1)S(=O)(=O)N1C[C@@H]2CNC[C@@H]2C1 3-fluoro-5-(((3aR,6aS)-hexahydropyrrolo[3,4-c]pyrrole-2(1H)-yl)sulfonyl)benzonitrile